4-{[(3S)-3-({6-[(tert-butoxycarbonyl)amino]hexyl}oxy)pyrrolidin-1-yl]methyl}-6-cyclopropylpyridine-2-carboxylic acid C(C)(C)(C)OC(=O)NCCCCCCO[C@@H]1CN(CC1)CC1=CC(=NC(=C1)C1CC1)C(=O)O